1-(4-benzimidazol-1-yl-3,5-difluoro-phenyl)-3-(5-tert-butyl-isoxazol-3-yl)-urea N1(C=NC2=C1C=CC=C2)C2=C(C=C(C=C2F)NC(=O)NC2=NOC(=C2)C(C)(C)C)F